C(C)(=O)O[C@@H]1[C@@H]([C@@H](O[C@H]([C@H]1OC(C)=O)OC(NC1=CC=C2C(=CC(OC2=C1)=O)C)=O)C)CC(=O)[O-] [(2S,3R,4R,5S,6S)-4,5-diacetoxy-2-methyl-6-[(4-methyl-2-oxo-chromen-7-yl)carbamoyloxy]tetrahydropyran-3-yl]acetate